OC([C@H](N)C(=O)O)CCNC(N)=N L-3-hydroxyarginine